C(C1=CC=CC=C1)OC1=C(C(=O)N2CC3=C(C=CC=C3CC2)NC2CN(C2)C(C)=O)C(=CC(=C1)O)O 1-(3-((2-(2-(benzyloxy)-4,6-dihydroxybenzoyl)-1,2,3,4-tetrahydroisoquinolin-8-yl)amino)azetidin-1-yl)ethan-1-one